chloro-2-(4-chlorophenyl)quinoline dimethyl-tetradecandioate COC(CCCCCCCCCCCCC(=O)OC)=O.ClC=1C(=NC2=CC=CC=C2C1)C1=CC=C(C=C1)Cl